CC(C)(C)[S@@](=O)N[C@H]1C2=CC=CC=C2CC12CCNCC2 (R)-2-methyl-N-[(1R)-spiro[indan-2,4'-piperidin]-1-yl]propane-2-sulfinamide